CC1(NCCCC1)C 2,2-dimethylpiperidin